methyl-5-(1-(pyrimidin-2-yl)-3-(trifluoromethyl)-pyrazol-4-yl)-imidazole-2-carboxamide CC=1N=C(NC1C=1C(=NN(C1)C1=NC=CC=N1)C(F)(F)F)C(=O)N